CC1=NC(=CC(=N1)NC1=NN2C(C=C(C=C2)C2=CC(=NC=C2OC[C@]23CN[C@H](CO2)C3)C#CC)=C1)C N-(2,6-dimethylpyrimidin-4-yl)-5-[5-[[(1S,4S)-5-oxa-2-azabicyclo[2.2.1]heptan-4-yl]methoxy]-2-prop-1-ynyl-4-pyridyl]pyrazolo[1,5-a]pyridin-2-amine